C(C1=CC=CC=C1)OCCCC(=O)N[C@@H](C)C(=O)OCC1=CC=CC=C1 Benzyl (4-(benzyloxy) butanoyl)alaninate